5-chloro-2-{3-Chloro-2-[5-(difluoromethyl)isooxazole-3-yl]phenoxy}pyrimidin ClC=1C=NC(=NC1)OC1=C(C(=CC=C1)Cl)C1=NOC(=C1)C(F)F